(1S,3S,4S)-N-((R)-1-cyano-2-((S)-2-oxopyrrolidin-3-yl)ethyl)-2-(4-(difluoromethyl)-1H-indole-2-carbonyl)-5,5-difluoro-2-azabicyclo[2.2.2]octane-3-carboxamide C(#N)[C@@H](C[C@H]1C(NCC1)=O)NC(=O)[C@H]1N([C@@H]2CC([C@H]1CC2)(F)F)C(=O)C=2NC1=CC=CC(=C1C2)C(F)F